C1(CC1)N1C=CC2=C1N=CC(=C2N)CNC2=C(C(=CC(=C2F)OC)OC)F cyclopropyl-5-{[(2,6-difluoro-3,5-dimethoxyphenyl)amino]methyl}-1H-pyrrolo[2,3-b]pyridin-4-amine